N-(3-chloro-5-(ethylsulfanyl)phenyl)-5-(5-(3,3-difluoroazetidin-1-yl)pyridin-2-yl)-1-methyl-1H-pyrrole-3-carboxamide ClC=1C=C(C=C(C1)SCC)NC(=O)C1=CN(C(=C1)C1=NC=C(C=C1)N1CC(C1)(F)F)C